N[C@H]1CC(=O)OC1=O Z-aspartic acid anhydride